4-((4-acrylamidobicyclo[2.2.1]heptan-1-yl)amino)-N-(4-(4-morpholino-7H-pyrrolo[2,3-d]pyrimidin-6-yl)phenyl)picolinamide C(C=C)(=O)NC12CCC(CC1)(C2)NC2=CC(=NC=C2)C(=O)NC2=CC=C(C=C2)C2=CC1=C(N=CN=C1N1CCOCC1)N2